C(C)(C)(C)OC(=O)N1CC(C1)(C1=NC(=NC2=C(C(=C(C=C12)Cl)C1=CC(=CC2=CC=CC=C12)O)F)N1CC(C1)N(C)C)C(N)=O (R or S)-3-carbamoyl-3-(6-chloro-2-(3-(dimethylamino)azetidin-1-yl)-8-fluoro-7-(3-hydroxynaphthalen-1-yl)quinazolin-4-yl)azetidine-1-carboxylic acid tert-butyl ester